5-{[1,1'-biphenyl]-2-amido}pyrazine-2-carboxylic acid C=1(C(=CC=CC1)C(=O)NC=1N=CC(=NC1)C(=O)O)C1=CC=CC=C1